NC1=C(C=C(N=N1)C1=C(C=CC=C1)O)N1CC2CCC(C1)N2C2=CC(=NC=C2)C#CCN2CC(C2)S(=O)(=O)C 2-[6-amino-5-[8-[2-[3-(3-methylsulfonylazetidin-1-yl)prop-1-ynyl]-4-pyridyl]-3,8-diazabicyclo[3.2.1]octan-3-yl]pyridazin-3-yl]phenol